C(C1=CC=CC=C1)O[C@H]1C[C@@H](N(C1)C(=O)OC(C)(C)C)COC1=C(C(=C(C(=C1)C)F)O[C@@H](CF)C)C(=O)OC tert-Butyl (2R,4S)-4-(benzyloxy)-2-((4-fluoro-3-(((R)-1-fluoropropan-2-yl)oxy)-2-(methoxycarbonyl)-5-methylphenoxy)methyl)pyrrolidin-1-carboxylate